4-amino-3-(3-methoxy-2,6-dimethyl-phenyl)-2-[(4-methoxyphenyl)methylamino]-5-nitro-benzonitrile NC1=C(C(=C(C#N)C=C1[N+](=O)[O-])NCC1=CC=C(C=C1)OC)C1=C(C(=CC=C1C)OC)C